methyl 1-(tetrahydro-2H-pyran-4-yl)-1H-pyrrolo[2,3-b]pyridine-5-carboxylate O1CCC(CC1)N1C=CC=2C1=NC=C(C2)C(=O)OC